(S)-5-(((4-(3-chloro-4-(2-chloro-3-((2-fluoro-3-((3-hydroxyazetidin-1-yl)methyl)phenyl)amino)phenyl)pyridin-2-yl)-2-methoxybenzyl)amino)methyl)pyrrolidin-2-one ClC=1C(=NC=CC1C1=C(C(=CC=C1)NC1=C(C(=CC=C1)CN1CC(C1)O)F)Cl)C1=CC(=C(CNC[C@@H]2CCC(N2)=O)C=C1)OC